C[C@H]1[C@H]2C([C@H]2[C@@H](N1)C)C(=O)NC(C)(C)C1=NC=C2N1C=CC=C2SC (1R,2S,4S,5S,6S)-2,4-dimethyl-N-(2-(8-(methylthio)imidazo[1,5-a]pyridin-3-yl)propan-2-yl)-3-azabicyclo[3.1.0]hexane-6-carboxamide